Hydroxybutyl-acetate OCCCCOC(C)=O